C(C)N1N=CC(=C1C(F)(F)F)C(C)=O 1-(1-ethyl-5-(trifluoromethyl)-1H-pyrazol-4-yl)ethan-1-one